2,6-bis((R)-4-phenyl-4,5-dihydrooxazol-2-yl)pyridine C1(=CC=CC=C1)[C@H]1N=C(OC1)C1=NC(=CC=C1)C=1OC[C@H](N1)C1=CC=CC=C1